tert-butyl 6-(6-methyl-3-((pyridin-4-ylmethyl) (tetrahydro-2H-pyran-2-yl) amino) thieno[3,2-c]isothiazol-5-yl)-3,6-diazabicyclo[3.1.1]heptane-3-carboxylate CC1=C(SC=2C1=NSC2N(C2OCCCC2)CC2=CC=NC=C2)N2C1CN(CC2C1)C(=O)OC(C)(C)C